BrC(C(=O)C1=CC=CC=C1)C1=CC=CC=C1 2-bromo-1,2-diphenyl-ethanone